1-[2-[[1-(2,4-dichlorophenyl)pyrazol-3-yl]oxymethyl]-3-fluoro-phenyl]-4-methyl-tetrazol-5-one ClC1=C(C=CC(=C1)Cl)N1N=C(C=C1)OCC1=C(C=CC=C1F)N1N=NN(C1=O)C